potassium 5-tert-butyl-1,2,4-oxadiazole-3-carboxylate C(C)(C)(C)C1=NC(=NO1)C(=O)[O-].[K+]